(E)-1-(2,4-Dihydroxyphenyl)-3-[4-methoxy-3-(pyrrolidin-1-ylmethyl)phenyl]prop-2-en-1-one OC1=C(C=CC(=C1)O)C(\C=C\C1=CC(=C(C=C1)OC)CN1CCCC1)=O